4-[3-(dibenzylamino)-2-fluoro-4-nitrophenyl]tetrahydropyran-4-carboxylic acid tert-butyl ester C(C)(C)(C)OC(=O)C1(CCOCC1)C1=C(C(=C(C=C1)[N+](=O)[O-])N(CC1=CC=CC=C1)CC1=CC=CC=C1)F